2-(butoxy-methyl)-oxirane C(CCC)OCC1OC1